ClC=1C=C(C=CC1)NC(=O)N1[C@H]2CC[C@@H]1CC=1N=CN=CC12 (5S,8R)-N-(3-chlorophenyl)-6,7,8,9-tetrahydro-5H-5,8-epiminocyclohepta[d]pyrimidine-10-carboxamide